O1C=C(C=C1)C=1C(=CC2=CN(N=C2C1)CCC(C)(C)O)NC(C1=CC(=CC=C1)[N+](=O)[O-])=O N-(6-(furan-3-yl)-2-(3-hydroxy-3-methylbutyl)-2H-Indazole-5-yl)-3-nitrobenzamide